Methyl 5-chloro-2-((1-propyl-6-oxo-1,6-dihydropyrimidine-5-carboxamido)methyl)benzofuran-7-carboxylate ClC=1C=C(C2=C(C=C(O2)CNC(=O)C2=CN=CN(C2=O)CCC)C1)C(=O)OC